Imidazolyl-pyrimidinylamine N1C(=NC=C1)NC1=NC=CC=N1